[Br-].C(C=C)(=O)NC(C[N+](C)(C)C)CC (2-acrylamidobutyl)trimethylammonium bromide